BrC1=C(C=NC=C1)COS(=O)(=O)CC1(NOC(=C1COC1CCNCCC1)C1CC1)C1=C(C=CC=C1F)F 4-((azepan-4-yloxy)methyl)-5-cyclopropyl-3-(2,6-difluorophenyl)isoxazolemethanesulfonic acid (4-bromopyridin-3-yl)methyl ester